3-(3-Methyl-5-(piperazin-1-yl)-1H-indazol-1-yl)piperidine-2,6-dione CC1=NN(C2=CC=C(C=C12)N1CCNCC1)C1C(NC(CC1)=O)=O